(S)-N-(2,2-dimethyl-6-(4-(1-(methylamino)-1-oxopropan-2-yl)piperazin-1-yl)-2,3-dihydrobenzofuran-5-yl)pyrazolo[1,5-a]pyrimidine-3-carboxamide CC1(OC2=C(C1)C=C(C(=C2)N2CCN(CC2)[C@H](C(=O)NC)C)NC(=O)C=2C=NN1C2N=CC=C1)C